2-oxo-N-(piperidin-4-yl)-1H-pyridine-3-carboxamide O=C1NC=CC=C1C(=O)NC1CCNCC1